methyl-(3S)-3-aminobutyric acid CC(C(=O)O)[C@H](C)N